C(C)(C)(C)C=1C=C(C=C(C1O)C)CCC(=O)OCCOCCOCCOC(CCC1=CC(=C(C(=C1)C)O)C(C)(C)C)=O triethylene glycol e-bis[3-(3-t-butyl-5-methyl-4-hydroxyphenyl)propionate]